N2-(5-cyclopropyl-1-pyrazin-2-yl-pyrazol-4-yl)-N4-ethyl-5-(trifluoromethyl)pyrimidine-2,4-diamine C1(CC1)C1=C(C=NN1C1=NC=CN=C1)NC1=NC=C(C(=N1)NCC)C(F)(F)F